diethoxydichlorosilane C(C)O[Si](Cl)(Cl)OCC